ethyl (Z)-3-[(3,4-dimethyl-5-oxo-2H-furan-2-yl)oxy]-2-(5-fluoroindol-1-yl)prop-2-enoate CC=1C(OC(C1C)=O)O\C=C(\C(=O)OCC)/N1C=CC2=CC(=CC=C12)F